ClC=1C=C2C=C(NC2=CC1C1=CC(N(C=C1)C)=O)CNC(=O)C1(CC1)C N-((5-chloro-6-(1-methyl-2-oxo-1,2-dihydropyridin-4-yl)-1H-indol-2-yl)methyl)-1-methylcyclopropane-1-carboxamide